Tert-butyl [(1S,3R)-3-{methyl[2-(methylamino)-6-(2,2,2-trifluoroethyl)thieno[2,3-d]pyrimidin-4-yl]amino}cyclopentyl]carbamate CN([C@H]1C[C@H](CC1)NC(OC(C)(C)C)=O)C=1C2=C(N=C(N1)NC)SC(=C2)CC(F)(F)F